ClC1=CC(=C(N=N1)C(=O)[O-])NC1=C(C(=CC=C1)C1=NN(C=N1)C1CC1)OC.[Zn+2].ClC1=CC(=C(N=N1)C(=O)[O-])NC1=C(C(=CC=C1)C1=NN(C=N1)C1CC1)OC Zinc 6-chloro-4-((3-(1-cyclopropyl-1H-1,2,4-triazol-3-yl)-2-methoxyphenyl)amino)pyridazine-3-carboxylate